BrC=1N=C(C(N(C1)CCO[Si](C)(C)C(C)(C)C)=O)OC 5-bromo-1-(2-((tert-butyldimethylsilyl)oxy)ethyl)-3-methoxypyrazin-2(1H)-one